ClC1=CC=C2C=C(C=NC2=C1)C(=O)N[C@@H]1CN[C@H](CC1)C=1OC(=NN1)OC\C=C\C(F)(F)F 7-chloro-N-[(3S,6R)-6-[5-[(E)-4,4,4-trifluorobut-2-enoxy]-1,3,4-oxadiazol-2-yl]-3-piperidyl]quinoline-3-carboxamide